2-(3-(3'-amino-6-methyl-[1,1'-biphenyl]-3-yl)-4-(4-sulfamoylbenzyl)-1H-pyrazol-1-yl)thiazole-4-carboxylic acid NC=1C=C(C=CC1)C1=CC(=CC=C1C)C1=NN(C=C1CC1=CC=C(C=C1)S(N)(=O)=O)C=1SC=C(N1)C(=O)O